OC1=C(C(CCC1)=O)C(=O)C=1C(NN=C(C1)C)=O 4-[(2-hydroxy-6-oxocyclohex-1-en-1-yl)carbonyl]-6-methylpyridazin-3(2H)-on